methyl-2-hydroxy-methyl-2-ethoxy-phenyl-methyl-2-hexenyl ketone CC(C(=C(C(C)(C1=C(C=CC=C1)OCC)C(=O)C(C(=C(C(CC)C)C)O)(C1=C(C=CC=C1)OCC)C)O)C)CC